BrC=1C=CC(=NC1C)NC 5-bromo-N,6-dimethylpyridin-2-amine